2-benzyloxy-5-[tert-butyl(dimethyl)silyl]oxy-benzaldehyde C(C1=CC=CC=C1)OC1=C(C=O)C=C(C=C1)O[Si](C)(C)C(C)(C)C